N(C(=N)N)C1=NC=NN1CC1=CC=C(C=C1)C=C 5-guanidino-1-(4-vinylbenzyl)-1H-1,2,4-triazole